acryloxydecyl dihydrogenphosphate P(=O)(O)(O)OCCCCCCCCCCOC(C=C)=O